C1(CC1)CNC1=C2C=C(N=CC2=CC(=N1)C1=C(C(=CC(=C1Cl)OC)OC)Cl)N[C@H]1[C@H](CN(C1)C=1C=NNC1)NC(C=C)=O N-((3S,4R)-4-((5-((cyclopropylmethyl)amino)-7-(2,6-dichloro-3,5-dimethoxyphenyl)-2,6-naphthyridin-3-yl)amino)-1-(1H-pyrazol-4-yl)pyrrolidin-3-yl)acrylamide